C(=C)[Si](O[Si](O[Si](C1=CC=CC=C1)(C1=CC=CC=C1)C1=CC=CC=C1)(C1=CC=CC=C1)C1=CC=CC=C1)(C=C)C=C 1,1,1-trivinylpentaphenyltrisiloxane